ClC=1C=CC2=C(C=C(O2)C(C(=O)N[C@@H]([C@H](O)C2=CC3=C(OCCO3)C=C2)CN2[C@H](CCC2)C)(F)F)C1 2-(5-chlorobenzofuran-2-yl)-N-((1r,2r)-1-(2,3-dihydrobenzo[b][1,4]dioxin-6-yl)-1-hydroxy-3-((S)-2-methylpyrrolidin-1-yl)propan-2-yl)-2,2-difluoroacetamide